4-(4-Chlorophenyl)-2-[3-oxo-3-(pyrrolidin-1-yl)propyl]phthalazin-1(2H)-one ClC1=CC=C(C=C1)C1=NN(C(C2=CC=CC=C12)=O)CCC(N1CCCC1)=O